2-(4-methylenecyclohexyl)propan-2-ol C=C1CCC(CC1)C(C)(C)O